FC(C1CC2=C(N(N=C2C(=O)N2CCC(CC2)O)CC(=O)N2CCN(CC2)C2=C(C(=CC=C2)C)C)C1)F 2-[5-(difluoromethyl)-3-(4-hydroxypiperidine-1-carbonyl)-5,6-dihydro-4H-cyclopenta[c]pyrazol-1-yl]-1-[4-(2,3-dimethylphenyl)piperazin-1-yl]ethanone